CNS(=O)(=O)C=1C=CC(=C(C(=O)N)C1)OC1=CC(=CC=C1)C(F)(F)F 5-(methylsulfamoyl)-2-[3-(trifluoromethyl)phenoxy]benzamide